C(CN1C(C(NC(C1)(C)C)(C)C)=O)N1C(C(NC(C1)(C)C)(C)C)=O 1,1'-(1,2-ethane-di-yl)-bis-(3,3',5,5'-tetra-methyl-piperazinone)